NC1CCC(CC1)CNC=1C(=NC(=CC1)N1CCC(CC1)(C)C)C N-(((1r,4r)-4-aminocyclohexyl)methyl)-6-(4,4-dimethylpiperidin-1-yl)-2-methylpyridin-3-amine